CC=1N=CSC1C1=NC=CC=C1 (4-methylthiazol-5-yl)pyridin